4-(2-ethynylthiazol-4-yl)-2-hydroxy-3-methylcyclopent-3-en-1-one O-prop-2-yn-1-yl oxime C(C#C)ON=C1C(C(=C(C1)C=1N=C(SC1)C#C)C)O